FC(C(=O)O)(F)F.N1CC(C1)C1=CC=CC=2N(C(N(C21)C)=O)C2C(NC(CC2)=O)=O 3-[4-(azetidin-3-yl)-3-methyl-2-oxo-1,3-benzodiazol-1-yl]piperidine-2,6-dione trifluoroacetate